(6-chloro-1-methoxy-2,7-naphthyridin-4-yl)ethan-1-ol ClC=1C=C2C(=CN=C(C2=CN1)OC)C(C)O